N-((5-((2-aminoethyl)thio)pyrazolo[1,5-c]quinazolin-2-yl)methyl)-2-(trifluoromethoxy)benzamide NCCSC1=NC=2C=CC=CC2C=2N1N=C(C2)CNC(C2=C(C=CC=C2)OC(F)(F)F)=O